N-((S)-(7-((R*)-Cyclopropyl(4,4,4-trifluorobutanamido)methyl)imidazo[1,2-b]pyridazin-2-yl)(4,4-difluorocyclohexyl)methyl)-1-(3,3,3-trifluoropropyl)-1H-pyrazole-3-carboxamide C1(CC1)[C@H](C1=CC=2N(N=C1)C=C(N2)[C@@H](NC(=O)C2=NN(C=C2)CCC(F)(F)F)C2CCC(CC2)(F)F)NC(CCC(F)(F)F)=O |o1:3|